1-ethyl-2-methylimidazolium C(C)N1C(=[NH+]C=C1)C